CN1N=NC(=C1)C(C)C 2-(1-methyl-1H-1,2,3-triazol-4-yl)propan